C1(CC1)C1=NN(C=N1)C1CC2(CN(C2)C(=O)N2C[C@H]3[C@@H](C2)CC(C3)OC3=C(C=C(C=C3)F)OC)C1 |r| [6-(3-cyclopropyl-1,2,4-triazol-1-yl)-2-azaspiro[3.3]heptan-2-yl]-[rac-(3aS,6aR)-5-(4-fluoro-2-methoxy-phenoxy)-3,3a,4,5,6,6a-hexahydro-1H-cyclopenta[c]pyrrol-2-yl]methanone